C(#N)C1=C(C=CC(=N1)C(=O)NC)N1CCN(CC1)CC1=CC(=NO1)NC(=O)NCC 6-cyano-5-(4-((3-(3-ethylureido)isoxazol-5-yl)methyl)piperazin-1-yl)-N-methylpicolinamide